C(#N)C=1C(=C(C=NC1)C=1C(N(C2=CC(=NC=C2C1)NC(=O)[C@H]1[C@H](C1)F)C)=O)C (1S,2S)-N-[3-(5-cyano-4-methylpyridin-3-yl)-1-methyl-2-oxo-1,6-naphthyridin-7-yl]-2-fluorocyclopropane-1-carboxamide